4-((8-methyl-2,3-dihydro-1H-pyrido[2,3-b][1,4]oxazin-7-yl)amino)-N-(4-(4-(2-morpholinoethyl)piperazin-1-yl)phenyl)-2-oxo-1,2-dihydropyridine-3-carboxamide CC1=C(C=NC=2OCCNC21)NC2=C(C(NC=C2)=O)C(=O)NC2=CC=C(C=C2)N2CCN(CC2)CCN2CCOCC2